(1R,3S)-3-(5-(((benzyloxy)carbonyl)amino)-1-(tert-butyl)-1H-pyrazol-3-yl)cyclopentyl isopropylcarbamate C(C)(C)NC(O[C@H]1C[C@H](CC1)C1=NN(C(=C1)NC(=O)OCC1=CC=CC=C1)C(C)(C)C)=O